3-(4-methoxyphenyl)aminoisobenzofuran COC1=CC=C(C=C1)NC=1OC=C2C=CC=CC12